(2-amino-2-cyanopropoxy)-4-(trifluoromethyl)benzonitrile NC(COC1=C(C#N)C=CC(=C1)C(F)(F)F)(C)C#N